N1=CC(=C2N1C=CC=N2)C(=O)ONC2(CC2)C2=C(C=CC(=C2)F)OCC2(CC2)NC(=O)OC(C)(C)C ((1-(2-((1-((tert-butoxycarbonyl) amino) cyclopropyl) methoxy)-5-fluorophenyl) cyclopropyl) amino) pyrazolo[1,5-a]pyrimidine-3-carboxylate